C1(=CC=CC=C1)P(N(P1C(CCC1C1=CC=CC=C1)C1=CC=CC=C1)CCCC)C1=CC=CC=C1 (rac)-N-(diphenylphosphanyl)-N-butyl-2,5-diphenylphospholan-1-amine